(Z)-2,2-difluoro-N1-(4-isopropylphenyl)acethydrazide FC(C(=O)N(N)C1=CC=C(C=C1)C(C)C)F